ethanolat nickel chloride [Ni](Cl)Cl.C(C)[O-]